7-(3-(6-(3,5-dimethyl-1H-pyrazol-1-yl)-2-(5-methylfuran-2-yl)pyrimidin-4-yl)-1-methylureido)-N-hydroxyheptanamide CC1=NN(C(=C1)C)C1=CC(=NC(=N1)C=1OC(=CC1)C)NC(N(C)CCCCCCC(=O)NO)=O